C12CC(C1)(C2)C2=NC(=NO2)C2=CC=C(C=C2)C(=O)N2CCN(CC2)C=2OC=1C(=NC(=CC1)Cl)N2 [4-[5-(3-bicyclo[1.1.1]pentanyl)-1,2,4-oxadiazol-3-yl]phenyl]-[4-(5-chlorooxazolo[4,5-b]pyridin-2-yl)piperazin-1-yl]methanone